C(CCCCCCCC(=O)OC(CCCCC)(CC)CC)(=O)OC(CCCCC)(CC)CC di(diethyl hexyl) azelate